C(C)(=O)C=1C=CC(=C(C1)NC(=O)NC=1C=C2C(N(C=NC2=CC1)CCOC)=O)O 1-(5-acetyl-2-hydroxyphenyl)-3-(3-(2-methoxyethyl)-4-oxo-3,4-dihydroquinazolin-6-yl)urea